(NE)-N-[1-[3-(6,6-dimethyl-5-oxo-4H-1,3,4-oxadiazin-2-yl)pyrazin-2-yl]ethylidene]-2-methyl-propane-2-sulfinamide CC1(C(NN=C(O1)C=1C(=NC=CN1)\C(\C)=N\S(=O)C(C)(C)C)=O)C